2-chloro-[1,1'-biphenyl] ClC1=C(C=CC=C1)C1=CC=CC=C1